ClC=1C=CC=2C3CC[C@@]4(C(\C(\[C@H](C4C3CCC2C1)CCC(=O)NC1=NC(=CC=C1)F)=C/O)=O)C 3-((13S,15S,Z)-3-chloro-16-(hydroxymethylene)-13-methyl-17-oxo-7,8,9,11,12,13,14,15,16,17-decahydro-6H-cyclopenta[a]phenanthren-15-yl)-N-(6-fluoropyridin-2-yl)propanamide